CNCCC[Si](OCC)(OCC)OCC N-methyl-3-(triethoxysilyl)propan-1-amine